C(C)[C@@H]([C@H](C)OCC1=CC=CC=C1)NN 2-[(1S,2S)-1-ethyl-2-benzyloxypropyl]hydrazine